5-hydroxy-1,3-dicyclohexylhydantoin OC1C(N(C(N1C1CCCCC1)=O)C1CCCCC1)=O